C(C1=CC=CC=C1)OC=1C(=NC=CC1)OCC1=CC=CC=C1 bisbenzyloxypyridine